C(CCCCCCCCCCCCCCCCC)(=O)OCCCC Monobutyl octadecanate